ClC=1C=CC(=C(C1)C1=C(NC=2C1=NC=CC2)C2=C(C=NC=C2OC[C@H]2NCCC2)F)F 3-(5-chloro-2-fluorophenyl)-2-(3-fluoro-5-{[(2S)-pyrrolidin-2-yl]methoxy}pyridin-4-yl)-1H-pyrrolo[3,2-b]pyridine